benzyloxymethyl-2,2-dimethyl-1,3-dioxolane C(C1=CC=CC=C1)OCC1OC(OC1)(C)C